FC1=CC(=CC=2OCC(NC21)=O)NC2=CC(=C(C=C2)N2CCC(CC2)C(F)(F)F)C 5-fluoro-7-((3-methyl-4-(4-(trifluoromethyl)piperidin-1-yl)phenyl)amino)-2H-benzo[b][1,4]oxazin-3(4H)-one